CS(=O)(=O)C=1C=C(CN2C3CN(CC2C3)C3=CC=C(C=N3)C=3C=2N(C=C(C3)N3CC(C=CC=C3)(C)O)N=CC2C#N)C=CC1 4-(6-(6-(3-(methylsulfonyl)benzyl)-3,6-diazabicyclo[3.1.1]heptan-3-yl)pyridin-3-yl)-6-(3-hydroxy-3-methylazepin-1-yl)pyrazolo[1,5-a]pyridine-3-carbonitrile